1,2-di-eicosapentaenoyl-sn-glycero-3-phosphoethanolamine C(C=CC=CC=CC=CC=CCCCCCCCCC)(=O)OC[C@@H](OC(C=CC=CC=CC=CC=CCCCCCCCCC)=O)COP(=O)(O)OCCN